O=C1CC(C1)C(=O)OCC Ethyl 3-oxocyclobutanecarboxylate